2-(2-chlorophenyl)-N-(4-fluoro-5-sulfamoylisoquinolin-7-yl)acetamide ClC1=C(C=CC=C1)CC(=O)NC1=CC(=C2C(=CN=CC2=C1)F)S(N)(=O)=O